2-[(2R,5S)-5-methyl-2-[2-(2-pyrrolidin-1-ylethyl)-1,3-benzothiazol-5-yl]-1-piperidyl]-2-oxo-N-(1H-pyrazolo[4,3-c]pyridin-7-yl)acetamide C[C@H]1CC[C@@H](N(C1)C(C(=O)NC=1C2=C(C=NC1)C=NN2)=O)C=2C=CC1=C(N=C(S1)CCN1CCCC1)C2